tert-Butyl (1-(((3-(cyclopentylthio)pyridin-2-yl)methyl)amino)-2-methyl-1-oxoprop-2-yl)carbamate C1(CCCC1)SC=1C(=NC=CC1)CNC(C(C)(C)NC(OC(C)(C)C)=O)=O